3-methyl-5,6-dihydropyridine-1(2H)-carboxylic acid tert-butyl ester C(C)(C)(C)OC(=O)N1CC(=CCC1)C